diethyl azo dicarbonate C(OCC)(ON=NOC(OCC)=O)=O